sulfonium perfluorooctanesulfonate FC(C(C(C(C(C(C(C(F)(F)F)(F)F)(F)F)(F)F)(F)F)(F)F)(F)F)(S(=O)(=O)[O-])F.[SH3+]